5-(8-fluoro-2-methylimidazo[1,2-a]pyridin-6-yl)-4-(1-methyl-1H-pyrazol-4-yl)-7H-pyrrolo[2,3-d]pyrimidine FC=1C=2N(C=C(C1)C1=CNC=3N=CN=C(C31)C=3C=NN(C3)C)C=C(N2)C